N1=NC=C(C=C1)C1C[C@H](NCC1)C1=CC=C(C(=O)[O-])C=C1 (S)-4-(4-(pyridazin-4-yl)piperidin-2-yl)benzoate